COC(=O)C=1C=NSC1 METHYL-1,2-THIAZOLE-4-CARBOXYLATE